ClC1=CC=C(C=C1)C=1N(C(C2=C(N1)C(=NC=C2)C=2C=NN(C2)C)=O)C(CO)CC (4-chlorophenyl)-3-(1-hydroxybut-2-yl)-8-(1-methyl-1H-pyrazol-4-yl)pyrido[3,4-d]pyrimidin-4(3H)-one